C(C[C@@](O)(C)CC=O)(=O)SCCNC(CCNC([C@@H](C(COP(OP(OC[C@@H]1[C@H]([C@H]([C@@H](O1)N1C=NC=2C(N)=NC=NC12)O)OP(=O)(O)O)(=O)O)(=O)O)(C)C)O)=O)=O mevaldyl-CoA